[N-](S(=O)(=O)C(F)(F)F)S(=O)(=O)C(F)(F)F.C[NH2+]CCCCCCCCCCCC methyl-dodecylammonium bis(trifluoromethanesulfonyl)imide